N-(4-hydroxybicyclo[2.2.2]oct-1-yl)-6-(4-(1-(pyrrolidin-1-yl)ethyl)phenyl)pyrazolo[1,5-a]pyrimidine-3-carboxamide OC12CCC(CC1)(CC2)NC(=O)C=2C=NN1C2N=CC(=C1)C1=CC=C(C=C1)C(C)N1CCCC1